ONC(=O)C=1OC2=C(N1)C=CC(=C2)NC(C2=CC(=C(C=C2)OC)OCC2CC2)=O N-hydroxy-6-(3-(cyclopropylmethoxy)-4-methoxybenzoylamino)benzo[d]oxazole-2-carboxamide